CC1CCC2=CC=3CCCC3C(=C12)NC(=O)N=S(=O)(N)C=1C=NN2C1OCC2 N'-((3-methyl-1,2,3,5,6,7-hexahydro-s-indacen-4-yl)carbamoyl)-2,3-dihydropyrazolo[5,1-b]oxazole-7-sulfonimidamide